N[C@@H](C(=O)O)CCCC(=O)O D-α-aminoadipic acid